3,5-dichloro-4-(trifluoromethyl)aniline ClC=1C=C(N)C=C(C1C(F)(F)F)Cl